The molecule is a sulfur oxoanion. It is a conjugate base of a dithionic acid. It is a conjugate acid of a dithionate(2-). OS(=O)(=O)S(=O)(=O)[O-]